5-methoxy-α,β-dideutero-N,N-dimethyltryptamine COC1=CC=C2NC=C(C(C(N(C)C)[2H])[2H])C2=C1